CC(C(=O)N)CC1=CC=C2C(=CC(OC2=C1)=O)C1=C(C=CC=C1)C 2-methyl-3-(2-oxo-4-(o-tolyl)-2H-chromen-7-yl)propanamide